spiro[acridine-9,9'-xanthene] C1=CC=CC=2OC3=CC=CC=C3C3(C12)C1=CC=CC=C1NC=1C=CC=CC13